O[C@@]1(CC[C@@]2([C@H]3CC[C@]4([C@H]([C@@H]3CC[C@@H]2C1)C[C@@H]4C(C)=O)C)C)C 1-((1S,2aS,2bR,4aR,6R,8aS,8bS,10aS)-6-hydroxy-6,8a,10a-trimethylhexadecahydrocyclobuta[a]phenanthren-1-yl)ethan-1-one